O1C=CC2=C1C=CC(=C2)C2=CN(C=1N=C(N=C(C12)N)NC=1C(=NN(C1)C(F)F)C)C(C)C 5-(1-Benzofuran-5-yl)-N2-[1-(difluoromethyl)-3-methyl-1H-pyrazol-4-yl]-7-isopropyl-7H-pyrrolo[2,3-d]pyrimidine-2,4-diamine